C12(OCC3=C(C=CC=C13)CC#N)CCCC2 2-(3'H-spiro[cyclopentane-1,1'-isobenzofuran]-4'-yl)acetonitrile